(-)-(1R,3S)-N-BOC-3-aminocyclopentanic acid C(=O)(OC(C)(C)C)N[C@@H]1C[C@@H](CC1)C(=O)O